N[C@@H](CO)CC1=C(C=2N=NC=C(C2S1)NCC1=CSC=C1)C (2R)-2-amino-3-(7-methyl-4-{[(thiophen-3-yl)methyl]amino}thieno[3,2-c]pyridazin-6-yl)propan-1-ol